F[B-](F)(F)F.C1=CCCC=CCC1.C1=CCCC=CCC1.[Rh+3].F[B-](F)(F)F.F[B-](F)(F)F rhodium bis(1,5-cyclooctadiene) tetrafluoroborate